(1-(4-(5-(trifluoromethyl)-1,2,4-oxadiazol-3-yl)phenyl)-1H-imidazol-4-yl)methanamine hydrochloride Cl.FC(C1=NC(=NO1)C1=CC=C(C=C1)N1C=NC(=C1)CN)(F)F